OCCCCCCCCCCCCCCCCC oxaoctadecan